(Z)-3-(2-(tritylamino)acetoxy)propane-1,2-diyl bis(2-((Z)-hexadec-9-enamido)acetate) C(CCCCCCC\C=C/CCCCCC)(=O)NCC(=O)OCC(COC(CNC(C1=CC=CC=C1)(C1=CC=CC=C1)C1=CC=CC=C1)=O)OC(CNC(CCCCCCC\C=C/CCCCCC)=O)=O